5-(3-(2-oxo-3-(tetrahydro-2H-pyran-4-yl)Imidazolin-1-yl)piperidin-1-yl)pyrazine-2-carboxamide O=C1N(CCN1C1CCOCC1)C1CN(CCC1)C=1N=CC(=NC1)C(=O)N